6-methyl-1-tosyl-1,6-dihydro-7H-pyrrolo[2,3-C]pyridine CN1CC2=C(C=C1)C=CN2S(=O)(=O)C2=CC=C(C)C=C2